BrC1=C(CC2C[C@H](NC2)C(=O)O)C=CC=C1 γ-(2-bromo-benzyl)-proline